CCC(C=CCC)O 4-hepten-3-ol